OC1=CC=C(C(=O)[O-])C=C1.[Mg+2].OC1=CC=C(C(=O)[O-])C=C1 magnesium p-hydroxybenzoate